(1aR,5aR)-2-Pyrazin-2-yl-1a,2,5,5a-tetrahydro-1H-2,3-diaza-cyclopropa[a]pentalene-4-carboxylic acid N'-methylcarbamoyl-N'-phenyl-hydrazide CNC(=O)N(NC(=O)C=1C=2C[C@@H]3[C@H](C2N(N1)C1=NC=CN=C1)C3)C3=CC=CC=C3